methyl 4-[5-bromo-2-(2,4-difluoroanilino)thiazol-4-yl]-4-ethyl-hexanoate BrC1=C(N=C(S1)NC1=C(C=C(C=C1)F)F)C(CCC(=O)OC)(CC)CC